3-(2-(3-bromo-4-fluorophenyl)spiro[3.3]heptan-2-yl)-4-methyl-4H-1,2,4-triazole BrC=1C=C(C=CC1F)C1(CC2(C1)CCC2)C2=NN=CN2C